CN1C(=NC2=C(C=C(C=C2C1=O)C)[C@@H](C)N[S@](=O)C(C)(C)C)C1CCOCC1 (R)-N-[(1R)-1-(3,6-dimethyl-4-oxo-2-tetrahydropyran-4-yl-quinazolin-8-yl)ethyl]-2-methylpropane-2-sulfinamide